3-((2,6-dioxopiperidin-3-yl)oxy)-5-methylbenzenesulfonyl fluoride O=C1NC(CCC1OC=1C=C(C=C(C1)C)S(=O)(=O)F)=O